[Ru].C1=CC=CC2=CC3=CC=CC=C3C(=C12)C1=CC(=NC=C1)C1=NC(=CC=C1)C1=NC=CC=C1.C1=CC=CC2=CC3=CC=CC=C3C(=C12)C1=CC(=NC=C1)C1=NC(=CC=C1)C1=NC=CC=C1 bis(4-(9-anthryl)-2,2':6',2''-terpyridine) ruthenium